O1C=CN=CC=NC(=CN=CC=CN=CC=C1)C(=O)N oxa[4,7,10,14]tetraazacycloheptadecine-8-carboxamide